CC1(OB(OC1(C)C)C1=C2C=NN(C2=CC=C1)C(C)=O)C 1-[4-(4,4,5,5-tetramethyl-1,3,2-dioxaborolan-2-yl)-1H-indazol-1-yl]ethan-1-one